1-(5-(tert-butyl)isoxazol-3-yl)-3-(4-(7-methyl-6-(1-methyl-1H-pyrazol-4-yl)imidazo[1,2-a]pyridine-3-carbonyl)phenyl)urea C(C)(C)(C)C1=CC(=NO1)NC(=O)NC1=CC=C(C=C1)C(=O)C1=CN=C2N1C=C(C(=C2)C)C=2C=NN(C2)C